S(=O)(=O)([O-])[O-].N(C(=O)C)C(NC(=O)C)(NC(=O)C)[NH3+].N(C(=O)C)C(NC(=O)C)(NC(=O)C)[NH3+] triacetaminomethyl-ammonium sulfate